2-(2,2-difluoropropyl)pyrazole-3-carboxamide FC(CN1N=CC=C1C(=O)N)(C)F